CC1=CC(=NN1)C=1C(=NC(=NC1CO[C@H]1COCC1)N)N (5-methyl-1H-pyrazol-3-yl)-6-((((R)-tetrahydrofuran-3-yl)oxy)methyl)pyrimidine-2,4-diamine